tert-Butyl 3-(((2-chloro-4-(trifluoromethyl)phenyl)sulfonyl)methyl)azetidine-1-carboxylate ClC1=C(C=CC(=C1)C(F)(F)F)S(=O)(=O)CC1CN(C1)C(=O)OC(C)(C)C